BrC1=C(C(=C(C=C1)C1=C(C=C(C=C1)C#N)OC)F)F 4'-bromo-2',3'-difluoro-2-methoxy-[1,1'-biphenyl]-4-carbonitrile